CN1CNCC1 3-methyl-imidazolidin